ClC1=C(C=CC(=C1)N1CCNCC1)C1=C2C=C(NC2=C(C(=C1)C=1CN(CCC1)C(C(C)C)=O)F)C(=O)N(C)C 4-(2-Chloro-4-(piperazin-1-yl)phenyl)-7-fluoro-6-(1-isobutyryl-1,2,5,6-tetrahydropyridin-3-yl)-N,N-dimethyl-1H-indole-2-carboxamide